6-chlorobenzo[4,5]thieno[2,3-c][1,7]naphthyridine ClC1=NC2=CN=CC=C2C2=C1SC1=C2C=CC=C1